1-ethyl-6-fluoro-1,4-dihydro-4-oxo-7-(1-piperazinyl)-3-quinolinecarboxylate C(C)N1C=C(C(C2=CC(=C(C=C12)N1CCNCC1)F)=O)C(=O)[O-]